(E)-9,11-dodecadienol C(CCCCCCC\C=C\C=C)O